isobutylhydroxide C(C(C)C)O